F[C@H]1CNCC1 (3R)-3-fluoropyrrolidine